4-[3-(2-amino-1-hydroxyethyl)pyrazol-1-yl]-3-[6-(1H-pyrrol-2-yl)pyridazin-4-yl]oxybenzonitrile NCC(O)C1=NN(C=C1)C1=C(C=C(C#N)C=C1)OC1=CN=NC(=C1)C=1NC=CC1